di-eicosyl phosphate P(=O)(OCCCCCCCCCCCCCCCCCCCC)(OCCCCCCCCCCCCCCCCCCCC)[O-]